(E)-6-((2-(2,6-dioxopiperidin-3-yl)-1,3-dioxoisoindolin-5-yl)oxy)-N-(4-(2-((4-(2-(3-methylbenzylidene)hydrazino)-6-morpholinopyrimidin-2-yl)oxy)ethyl)phenyl)hexanamide O=C1NC(CCC1N1C(C2=CC=C(C=C2C1=O)OCCCCCC(=O)NC1=CC=C(C=C1)CCOC1=NC(=CC(=N1)N/N=C/C1=CC(=CC=C1)C)N1CCOCC1)=O)=O